NC1=C(C(NC(N1)=O)=O)C 6-aminothymine